C(C)N1C2=C([C@H]([C@@H](C1=O)NC(C1=CC(=CC=C1)C(F)(F)F)=O)C1=CC=C(C=C1)F)C(=NN2C2=CC=CC=C2)C(C(=O)O)=C |r| rac-2-((4R,5S)-7-ethyl-4-(4-fluorophenyl)-6-oxo-1-phenyl-5-(3-(trifluoromethyl)benzamido)-4,5,6,7-tetrahydro-1H-pyrazolo[3,4-b]pyridine-3-yl)acrylic acid